ClC1=C(C=CC=C1)C=1C(N=C(N2N=CC(=CC21)C(F)(F)F)NC)=O 5-(2-chlorophenyl)-8-(methylamino)-3-(trifluoromethyl)-6H-pyrimido[1,6-b]pyridazin-6-one